6-amino-8-cyclopentyl-2-(5-phenylamino-pyridin-2-ylamino)-8H-pyrido[2,3-d]Pyrimidin-7-one NC1=CC2=C(N=C(N=C2)NC2=NC=C(C=C2)NC2=CC=CC=C2)N(C1=O)C1CCCC1